(Z)-3-(4-bromothiazol-2-yl)-2-fluoroacrylate BrC=1N=C(SC1)\C=C(\C(=O)[O-])/F